ClC=1C=C(CN[C@@H]2CCO[C@]23O[C@@H]([C@@H]([C@@H]([C@H]3O)N3N=NC(=C3)C3=CC(=C(C(=C3)F)F)F)O)CO)C=CC1 (4r,5s,7r,8r,9s,10r)-4-((3-chlorobenzyl)amino)-7-(hydroxymethyl)-9-(4-(3,4,5-trifluorophenyl)-1H-1,2,3-triazol-1-yl)-1,6-dioxaspiro[4.5]decan-8,10-diol